5-amino-8-bromo-1,2,3,4-tetrahydroisoquinoline dihydrochloride Cl.Cl.NC1=C2CCNCC2=C(C=C1)Br